BrCCCCN(C(=O)OC(C)(C)C)C(=O)OC(C)(C)C di-tert-Butyl (4-bromobutyl)imidodicarbonate